normal propyl carbonate C(OCCC)([O-])=O